ClC1=CC=C(C=C1)C1=CN=C(O1)NC=1C=CC(=NC1)C(=O)O 5-((5-(4-chlorophenyl)oxazol-2-yl)amino)picolinic acid